FC(C(=O)O)CCC Fluorovaleric acid